(Sulfinylbis(methylene))dicyclopropane S(=O)(CC1CC1)CC1CC1